pentyltriethoxysilane C(CCCC)[Si](OCC)(OCC)OCC